2-(diethylamino)ethyl 4-[(2,5-dioxopyrrolidin-1-yl)oxycarbonylamino]benzoate O=C1N(C(CC1)=O)OC(=O)NC1=CC=C(C(=O)OCCN(CC)CC)C=C1